N-([1,1'-bi-phenyl]-4-yl)-9,9-diphenyl-9H-fluoren-2-amine C1(=CC=C(C=C1)NC1=CC=2C(C3=CC=CC=C3C2C=C1)(C1=CC=CC=C1)C1=CC=CC=C1)C1=CC=CC=C1